4-(N,N-bis(methoxymethyl)sulfamoyl)benzyl (1-hydroxy-7-methyl-1,3-dihydrobenzo[c][1,2]oxaborole-6-carbonyl)-L-valinate OB1OCC2=C1C(=C(C=C2)C(=O)N[C@@H](C(C)C)C(=O)OCC2=CC=C(C=C2)S(N(COC)COC)(=O)=O)C